8-((2-chlorothiazol-5-yl)methyl)-3-(1-methyl-1H-pyrazol-4-yl)pyrido[2,3-d]pyrimidin-2,4(3H,8H)-dione ClC=1SC(=CN1)CN1C=CC=C2C1=NC(N(C2=O)C=2C=NN(C2)C)=O